thiomorpholinedione N1C(C(SCC1)=O)=O